C(#N)C(NC(=O)[C@@H]1[C@H]2C([C@H]2CN1C([C@H](C(C)(C)C)NC(C(F)(F)F)=O)=O)(C)C)C=1C=NC=CC1 (1R,2S,5S)-N-[cyano(3-pyridyl)methyl]-3-[(2S)-3,3-dimethyl-2-[(2,2,2-trifluoroacetyl)amino]butanoyl]-6,6-dimethyl-3-azabicyclo[3.1.0]hexane-2-carboxamide